NC1=CC(=C(C=C1OC)N1CCN(CC1)C[C@H]1CN(CC1)C=1C=C2C(N(C(C2=CC1)=O)C1C(NC(CC1)=O)=O)=O)C=1C=NN(C1)C 5-((S)-3-((4-(4-amino-5-methoxy-2-(1-methyl-1H-pyrazol-4-yl)phenyl)piperazine-1-yl)methyl)pyrrolidin-1-yl)-2-(2,6-dioxopiperidin-3-yl)isoindoline-1,3-dione